tert-Butyl (S)-(1-hydroxypent-4-en-2-yl-1,1-d2)carbamate OC([C@H](CC=C)NC(OC(C)(C)C)=O)([2H])[2H]